(R)-4-((methylamino)methyl)-6-(3-methylmorpholinyl)-2,3-dihydro-1H-pyrrolo[3,4-c]pyridin-1-one CNCC1=NC(=CC2=C1CNC2=O)N2[C@@H](COCC2)C